3-{[2-chloro-3-(trifluoromethyl)phenyl]methyl}-4-[(4-fluorophenyl)methyl]-4,5-dihydro-1,2,4-oxadiazol-5-one ClC1=C(C=CC=C1C(F)(F)F)CC1=NOC(N1CC1=CC=C(C=C1)F)=O